3-Bromo-1-(4-methylpiperazin-1-yl)propan-1-one hydrochloride Cl.BrCCC(=O)N1CCN(CC1)C